[Si](C1=CC=CC=C1)(C1=CC=CC=C1)(C(C)(C)C)OC[C@@H](CO)O (R)-3-[(tert-butyldiphenylsilyl)oxy]propane-1,2-diol